1,3-dimethyl-2,3-dihydro-1H-inden-4-carboxamide CC1CC(C=2C(=CC=CC12)C(=O)N)C